C(C=C)(=O)OCCOCCCOCCC[SiH2]C(O[Si](C)(C)C)O[Si](C)(C)C acryloxyethoxypropyloxypropyl-bis(trimethylsiloxy)methylsilane